1-(4-methoxybenzyl)-3-(trifluoromethyl)aziridine-2-carboxylic acid COC1=CC=C(CN2C(C2C(F)(F)F)C(=O)O)C=C1